N1=C(N=CC=C1)[PH3+] pyrimidinylphosphonium